3-(aminomethyl)-4,6-dimethylpyridine NCC=1C=NC(=CC1C)C